(R)-1-(2-(trifluoromethyl)pyrimidine-5-yl)ethan-1-amine hydrochloride Cl.FC(C1=NC=C(C=N1)[C@@H](C)N)(F)F